[Gd].C(=O)(O)[C@H](CCCC1=CC=C(C=C1)OCCOCCOCC)N1CCN(CCN(CCN(CC1)[C@H](C(=O)O)CO)[C@H](C(=O)O)CO)[C@H](C(=O)O)CO (2S,2'S,2''S)-2,2',2''-{10-[(1S)-1-carboxy-4-{4-[2-(2-ethoxyethoxy)ethoxy]phenyl}butyl]-1,4,7,10-tetraazacyclododecane-1,4,7-triyl}tris(3-hydroxypropionic acid) gadolinium